4-allyl-6-bromo-catechol diacetate C(C)(=O)OC=1C(OC(C)=O)=CC(=CC1Br)CC=C